tert-butyl 7-((4-(trifluoromethyl) benzyl) oxy)-3,4-dihydroisoquinoline-2(1H)-carboxylate FC(C1=CC=C(COC2=CC=C3CCN(CC3=C2)C(=O)OC(C)(C)C)C=C1)(F)F